C(C)(C)(C)N(C(O)=O)C1=NN2C(C=C(C=C2)C=2C=NC(=C(C2)C(NCC2=C(C=C(C=C2)F)OCC2CC2)=O)Cl)=N1.CC(C)N1CCN(CC1)C1=CC=C(N)C=C1 4-[4-(1-methylethyl)-1-piperazinyl]aniline tert-butyl-(7-(6-chloro-5-((2-(cyclopropylmethoxy)-4-fluorobenzyl)carbamoyl)pyridin-3-yl)-[1,2,4]triazolo[1,5-a]pyridin-2-yl)carbamate